N1(CCN(CCN(CCCCC1)CC(=O)O)CC(=O)O)CC(=O)O 1,4,7-triazacyclododecane-1,4,7-triacetic acid